C(C1=CC=CC=C1)N1C(=NC=C1C1=CC=C(C=C1)F)C(=O)C1=CC=C(C=C1)F (1-benzyl-5-(4-fluorophenyl)-1H-imidazol-2-yl)(4-fluorophenyl)methanone